COC1=NC(=NC=C1)C=1N=NN(C1)C=1C=C2CN(C(C2=CC1)=O)C1C(NC(CC1)=O)=O 3-(5-(4-(4-methoxypyrimidin-2-yl)-1H-1,2,3-triazol-1-yl)-1-oxoisoindolin-2-yl)piperidine-2,6-dione